(2S)-2,6-difluoro-1,1-dioxo-3,5-dihydro-2H-4,1λ6-benzoxathiepine-8-carboxylic acid F[C@H]1S(C2=C(COC1)C(=CC(=C2)C(=O)O)F)(=O)=O